OC1C(C1)C(=O)NC=1SC2=C(N1)C=CC(=C2)C=2C=NC=CC2C 2-hydroxy-N-(6-(4-methylpyridin-3-yl)benzo[d]thiazol-2-yl)cyclopropane-1-carboxamide